CC1=C(C(=C(C(=C1C(=O)O)N(C1=CC=C(C=C1)Br)C1=CC=C(C=C1)Br)C(=O)O)C)C(C)(C)C dimethyl-2-(bis(4-bromophenyl)amino)-5-(tert-butyl)isophthalic acid